lithium iron bisphosphate P(=O)([O-])([O-])[O-].P(=O)(O)(O)O.[Fe+2].[Li+]